(S)-2-(2,4-dioxo-1,4-dihydroquinazolin-3(2H)-yl)-N-(1-(6-hydroxypyridin-3-yl)ethyl)acetamide O=C1NC2=CC=CC=C2C(N1CC(=O)N[C@@H](C)C=1C=NC(=CC1)O)=O